ClC=1C=C(C=CC1F)C(C=1NC(=C(N1)S(=O)(=O)C)C)OC1CCCCC1 2-((3-chloro-4-fluorophenyl)(cyclohexyloxy)methyl)-5-methyl-4-(methylsulfonyl)-1H-imidazole